3-(5-((4-(2-fluoro-5-(trifluoromethoxy)benzyl)-1H-1,2,3-triazol-1-yl)methyl)-1-oxoisoindolin-2-yl)piperidine-2,6-dione FC1=C(CC=2N=NN(C2)CC=2C=C3CN(C(C3=CC2)=O)C2C(NC(CC2)=O)=O)C=C(C=C1)OC(F)(F)F